ClC1=C(C=CC(=C1)F)S(=O)(=O)N1CC2(CN(C2)C(=O)N2C[C@@H]3[C@@H](OCC(N3)=O)CC2)C1 (4aR,8aS)-6-(6-((2-Chloro-4-fluorophenyl)sulfonyl)-2,6-diazaspiro[3.3]heptane-2-carbonyl)hexahydro-2H-pyrido[4,3-b][1,4]oxazin-3(4H)-one